O=C1NC2=NC=CC=C2[C@@]12CC=1C(=NC=C(C1)C(=O)O)C2 (3S)-2-oxo-spiro[1H-pyrrolo[2,3-b]pyridine-3,6'-5,7-dihydro-cyclopenta[b]pyridine]-3'-carboxylic acid